(3R)-3-(4-Fluorophenoxymethyl)-2-{[5-methyl-2-(1,3-thiazol-2-yl)phenyl]carbonyl}-2-azabicyclo[3.1.1]heptan FC1=CC=C(OC[C@@H]2N(C3CC(C2)C3)C(=O)C3=C(C=CC(=C3)C)C=3SC=CN3)C=C1